O[C@@H](C)C=1N(C=CN1)CC1=NOC(=C1)C1=CC=C(C=C1)C#CC=1CCN(CC1)CC1=CC=C(C(=O)O)C=C1 (S)-4-((4-((4-(3-((2-(1-hydroxyethyl)-1H-imidazol-1-yl)methyl)isoxazol-5-yl)phenyl)ethynyl)-3,6-dihydropyridin-1(2H)-yl)methyl)benzoic acid